2-(1H-imidazol-5-yl)ethan-1-amine dihydrochloride Cl.Cl.N1C=NC=C1CCN